BrC=1C=2C(C=NC1)=NN(C2C)CC(F)(F)F 4-bromo-3-methyl-2-(2,2,2-trifluoroethyl)-2H-pyrazolo[3,4-c]pyridine